(S)-N-((2-(6-(7-amino-5-azaspiro[2.4]heptan-5-yl)pyridin-2-yl)-1,6-naphthyridin-7-yl)methyl)-4-methyl-3-(methylsulfonyl)benzamide N[C@@H]1CN(CC12CC2)C2=CC=CC(=N2)C2=NC1=CC(=NC=C1C=C2)CNC(C2=CC(=C(C=C2)C)S(=O)(=O)C)=O